menthyl-(2-methoxy ethoxy)acetate C1(CC(C(CC1)C(C)C)C(C(=O)[O-])OCCOC)C